5-chloro-6-(1-methyl-1H-benzo[d]imidazol-4-yl)-3-((6'-methyl-2,3,5,6,6',7'-hexahydrospiro[pyran-4,5'-pyrrolo[3,4-b]pyridin]-2'-yl)amino)picolinamide ClC=1C=C(C(=NC1C1=CC=CC=2N(C=NC21)C)C(=O)N)NC2=CC=C1C(=N2)CN(C12CCOCC2)C